C(C)(=O)C1=CC=NC=C1C(=O)O 4-ACETYLNICOTINIC ACID